4-Bromo-2-((tetrahydro-2H-pyran-4-yl)amino)benzoic acid tert-butyl ester C(C)(C)(C)OC(C1=C(C=C(C=C1)Br)NC1CCOCC1)=O